C(C)(C)OC(C)(C)C=1N=C(SC1)NC(=O)C=1N(C=CC1)CC=CC1=CC=NC=C1 N-(4-(2-isopropoxypropan-2-yl)thiazol-2-yl)-1-(3-(pyridin-4-yl)allyl)-1H-pyrrole-2-carboxamide